2-(1-cyclopropylethyl)-6-(1-(methylthio)propyl)phenol C1(CC1)C(C)C1=C(C(=CC=C1)C(CC)SC)O